tert-Butyl 4-(3-(2-amino-4-(2-fluoro-4-(4-(4-fluorophenyl)-3-oxo-3,4-dihydropyrazine-2-carboxamido)phenoxy)pyridin-3-yl)propioloyl)piperazine-1-carboxylate NC1=NC=CC(=C1C#CC(=O)N1CCN(CC1)C(=O)OC(C)(C)C)OC1=C(C=C(C=C1)NC(=O)C1=NC=CN(C1=O)C1=CC=C(C=C1)F)F